Fluoromethylcyclobutane FCC1CCC1